N1(CCCC1)C(=O)OC(C)(C(C)(C)OC(=O)N1CCCC1)C 2,3-dimethylbutane-2,3-diyl bis(pyrrolidine-1-carboxylate)